(3-amino-6-ethyl-4,5,6,7-tetrahydropyrazolo[3,4-c]pyridin-1-yl)(6-fluoro-1,2,3,4-tetrahydroquinolin-4-yl)methanone NC1=NN(C=2CN(CCC21)CC)C(=O)C2CCNC1=CC=C(C=C21)F